FCC(C(CC1=CC=CC=C1)NS(=O)(=O)C1=CC=C(C)C=C1)=O 1-fluoro-3-p-toluenesulfonylamino-4-phenyl-2-butanone